6,7-dimethyl-2-((2r,4s)-2-(2-methylpyridin-4-yl)tetrahydro-2H-pyran-4-yl)-4-(6-(trifluoromethyl)pyridin-3-yl)pteridine ((R)-sec-butyl)carbonate [C@@H](C)(CC)OC(O)=O.CC=1N=C2C(=NC(=NC2=NC1C)[C@@H]1C[C@@H](OCC1)C1=CC(=NC=C1)C)C=1C=NC(=CC1)C(F)(F)F